C(C)OC(O[Hf])(OCC)OCC TriethoxyMethoxyHafnium